BrC1=CC=CC=2N(C(NC21)=O)[C@H]2CC[C@H](CC2)C(=O)NC2=CC(=CC(=C2)OC)Cl (Cis)-4-(4-bromo-2-oxo-2,3-dihydro-1H-1,3-benzodiazol-1-yl)-N-(3-chloro-5-methoxyphenyl)cyclohexane-1-carboxamide